(2S,4R)-1-(2-(3-acetyl-5-(2-methylpyrazolo[1,5-a]pyrimidin-6-yl)-1H-indazol-1-yl)acetyl)-N-(6-bromopyrazin-2-yl)-4-fluoropyrrolidine-2-carboxamide C(C)(=O)C1=NN(C2=CC=C(C=C12)C=1C=NC=2N(C1)N=C(C2)C)CC(=O)N2[C@@H](C[C@H](C2)F)C(=O)NC2=NC(=CN=C2)Br